CC1NC(CC1)(C)C 2,5,5-trimethylpyrrolidine